6-chloro-N-((1R,2R,4S)-7-cyano-7-azabicyclo[2.2.1]heptan-2-yl)-1-(1,7-naphthyridin-2-yl)-1H-indazole-5-carboxamide ClC1=C(C=C2C=NN(C2=C1)C1=NC2=CN=CC=C2C=C1)C(=O)N[C@H]1[C@H]2CC[C@@H](C1)N2C#N